BrC1=CC=C(C=C1)C1(OCC(NC1)=O)[2H] 6-(4-bromophenyl)morpholine-3-one-6-d